4-(trifluoromethoxy)phenylmethylboronic acid FC(OC1=CC=C(C=C1)CB(O)O)(F)F